(2S,4R)-1-(tert-Butoxycarbonyl)-4-(cyclopropylmethoxy)pyrrolidine-2-carboxylic acid C(C)(C)(C)OC(=O)N1[C@@H](C[C@H](C1)OCC1CC1)C(=O)O